Dodecafluoroheptyl-propyl-methyl-dimethoxysilane FC(C(C(C(C(F)(F)CO[Si](OC)(C)CCC)(F)F)(F)F)(F)F)CC(F)(F)F